Cl.Cl.N1=CC=C(C=C1)C=1N=C(SC1)NC(=O)N [4-(4-pyridinyl)-2-thiazolyl]urea dihydrochloride